rac-ethyl (1R,3S,4S)-3-fluoro-4-hydroxycyclopentane-1-carboxylate F[C@H]1C[C@@H](C[C@@H]1O)C(=O)OCC |r|